FC=1C=C(C=CC1F)C=1NC2=CC(=CC=C2C(C1C(=O)O)=O)Br 2-(3,4-difluorophenyl)-3-carboxy-7-bromo-4(1H)-quinolone